(3R)-1-((8-(2,2'-Dimethyl-3'-(3-(pyrrolidin-2-yl)-1,7-naphthyridin-8-ylamino)biphenyl-3-ylamino)-1,7-naphthyridin-3-yl)methyl)pyrrolidin CC1=C(C=CC=C1NC=1N=CC=C2C=C(C=NC12)CN1CCCC1)C1=C(C(=CC=C1)NC=1N=CC=C2C=C(C=NC12)C1NCCC1)C